(E)-1-[4-(5,6-Dimethyl-1,3-dihydroisoindol-2-yl)phenyl]-3-(4-hydroxy-3-methoxyphenyl)prop-2-en-1-one CC=1C=C2CN(CC2=CC1C)C1=CC=C(C=C1)C(\C=C\C1=CC(=C(C=C1)O)OC)=O